FC1=C(C=CC=C1)C=1C2=C(C(=NC1)OC)N=C(S2)[NH-] [7-(2-fluoro-phenyl)-4-methoxy-thiazolo[4,5-c]pyridin-2-yl]-amid